2-Chloro-4-((4-(1-cyclopropyl-4-(trifluoromethyl)-1H-imidazol-2-yl)cuban-1-yl)methoxy)-5-methoxypyrimidine ClC1=NC=C(C(=N1)OCC12C3C4C5(C3C1C5C24)C=2N(C=C(N2)C(F)(F)F)C2CC2)OC